2-(trans-4-(dimethylamino)cyclohexyl)-2,4-dimethyl-N-((6-methyl-4-(methylthio)-2-oxo-1,2-dihydropyridin-3-yl)methyl)-7-(6-thiomorpholinopyridin-3-yl)benzo[d][1,3]Dioxol-5-carboxamide CN([C@@H]1CC[C@H](CC1)C1(OC2=C(O1)C(=CC(=C2C)C(=O)NCC=2C(NC(=CC2SC)C)=O)C=2C=NC(=CC2)N2CCSCC2)C)C